[SiH]1=CC[SiH2]CC1 1,4-Disilacyclohexanen